FC(OC1=CC=C(C=C1)N1C2=C(C=C(C1=O)C1=CC3=C(N=C4N3C(CC4)=O)C=C1)SC(=N2)OCC)F 4-(4-(difluoromethoxy)phenyl)-2-ethoxy-6-(1-oxo-2,3-dihydro-1H-benzo[d]pyrrolo[1,2-a]imidazol-7-yl)thiazolo[4,5-b]pyridin-5(4H)-one